ClC1=C(N=NN1CC)CCl 5-chloro-4-(chloromethyl)-1-ethyl-1,2,3-triazole